3-(4-bromophenyl)-2,2-diphenyloxirane BrC1=CC=C(C=C1)C1C(O1)(C1=CC=CC=C1)C1=CC=CC=C1